(3R,4S)-1-[6-[1-(3-cyanocyclobutyl)pyrazol-4-yl]-[1,3]thiazolo[5,4-c]pyridin-4-yl]-3-cyclopropyl-4-methyl-2-oxopyrrolidine-3-carbonitrile C(#N)C1CC(C1)N1N=CC(=C1)C1=CC2=C(C(=N1)N1C([C@]([C@@H](C1)C)(C#N)C1CC1)=O)SC=N2